BrCCCCCOCCCCCOC1OCCCC1 2-[5-(5-Bromopentyloxy)-pentyloxy]-tetrahydropyran